NCCC[Si](OCC)(OCC)OCC Aminopropyltriethoxy-silan